5-(3-(2-methoxyethyl)-2-methyl-3H-imidazo[4,5-b]pyridin-5-yl)-N-(3,3,3-trifluoropropyl)pyrrolo[2,1-f][1,2,4]triazin-2-amine COCCN1C(=NC=2C1=NC(=CC2)C=2C=CN1N=C(N=CC12)NCCC(F)(F)F)C